ClC=1C=C(CN2C=C(C=3C2=NC=C(C3)C=3C(=NOC3C)C)C=3C=C(C(=O)O)C=CC3)C=CC1 3-(1-(3-chlorobenzyl)-5-(3,5-dimethylisoxazol-4-yl)-1H-pyrrolo[2,3-b]pyridin-3-yl)benzoic acid